((1,2-bis(3-chlorophenyl)ethoxy)carbonyl)-L-leucine ClC=1C=C(C=CC1)C(CC1=CC(=CC=C1)Cl)OC(=O)N[C@@H](CC(C)C)C(=O)O